N1C=CC2=CC=C(C=C12)NC1=NN=C2N1C=CC=C2 N-(1H-indol-6-yl)-[1,2,4]triazolo[4,3-a]pyridin-3-amine